(E)-5-Chloro-2-(4-(2-(pyridin-4-yl)vinyl)[2,4'-bipyrimidin]-2'-yl)isoindoline ClC=1C=C2CN(CC2=CC1)C1=NC=CC(=N1)C1=NC=CC(=N1)\C=C\C1=CC=NC=C1